CCC12COP(OC1)OC2 trimethylolpropane phosphite